CC1=C(OC2=CC3=CN(N=C3C=C2C=2C3=C(C(N(C2)C)=O)NC(=C3)C(=O)NCC)CCC(C)(C)O)C(=CC=C1)C 4-(5-(2,6-dimethylphenoxy)-2-(3-hydroxy-3-methylbutyl)-2H-indazol-6-yl)-N-ethyl-6-methyl-7-oxo-6,7-dihydro-1H-pyrrolo[2,3-c]pyridine-2-carboxamide